OC1(C(NC(N=C1)=O)=O)C 5-hydroxy-5-methyl-uracil